BrC=1C(=NN2C1COC1(C2)C(C1)(F)F)C1=NC=C(C=C1)F 3'-bromo-2,2-difluoro-2'-(5-fluoropyridin-2-yl)-4'H,7'H-spiro[cyclopropane-1,6'-pyrazolo[5,1-c][1,4]oxazine]